dimethyl 3,3'-dithiobispropionimidate C(CCSSCCC(OC)=N)(OC)=N